OC[C@@H](C)NC1=C2C(=NC=C1C(=O)NCCS(=O)(=O)C)SC(=N2)C2=CC=CC=C2 (R)-7-((1-hydroxy-prop-2-yl)amino)-N-(2-(methylsulfonyl)ethyl)-2-phenylthiazolo[5,4-b]pyridine-6-carboxamide